CC=1C(=CC=C2N=CC(=NC12)C=1C=NN(C1)CC1CCN(CC1)C)OC1=CC2=C(N=C(N2)C)C=C1 8-methyl-7-[(2-methyl-3H-benzimidazol-5-yl)oxy]-2-[1-[(1-methyl-4-piperidyl)methyl]pyrazol-4-yl]quinoxaline